C(=O)C1=CN(C2=NC(=CC=C21)C)C(=O)OC(C)(C)C tert-Butyl 3-formyl-6-methyl-1H-pyrrolo[2,3-b]pyridine-1-carboxylate